C(C(=C)C)(=O)NC([C@@H](N)CCC(N)=O)=O N-methacryloylglutaminamid